C(C)(C)C1=C(NC2=CC=C(C=C12)C1CCNCC1)C1=C(C=NC(=C1)C)N 4-(3-isopropyl-5-(piperidin-4-yl)-1H-indol-2-yl)-6-methylpyridin-3-amine